FCC1(CC1)C1=NOC(=N1)C(=O)N 3-(1-(fluoromethyl)cyclopropyl)-1,2,4-oxadiazole-5-carboxamide